6-((1-methoxy-1-oxopropan-2-yl)(methyl)amino)pyridin-2-yl 3-(2,6-dimethylphenyl)propiolate CC1=C(C(=CC=C1)C)C#CC(=O)OC1=NC(=CC=C1)N(C)C(C(=O)OC)C